1-hydroxy-3,4-dihydro-1H-benzo[c][1,2]oxaborinin OB1OCCC2=C1C=CC=C2